COC(=O)C1=NN(C=N1)C(C1=CC=CC=C1)(C1=CC=CC=C1)C1=CC=CC=C1 1-trityl-1H-1,2,4-triazole-3-carboxylic acid methyl ester